FC(CN1[C@@H](C=2NC3=CC=CC=C3C2C[C@H]1C)C=1C=NC(=NC1)N1CCC(CC1)C=O)(CO)F 1-(5-((1R,3R)-2-(2,2-difluoro-3-hydroxypropyl)-3-methyl-2,3,4,9-tetrahydro-1H-pyrido[3,4-b]indol-1-yl)pyrimidin-2-yl)piperidine-4-carbaldehyde